C(COCCOCCOCCN)N 3,6,9-trioxaundecane-1,11-diamine